C(C)(=O)C1(CC2C(C(CC(C2=CC1)(C)C)C)(C)C)C 6-acetyl-1,1,3,4,4,6-hexamethyltetrahydronaphthalene